2-(4-methyl-1-{[2-(trimethylsilyl)ethoxy]methyl}-1H-imidazol-2-yl)-4-(1H-pyrazol-4-yl)pyridine CC=1N=C(N(C1)COCC[Si](C)(C)C)C1=NC=CC(=C1)C=1C=NNC1